C=1N=CN2C1C1=CC=CC=C1[C@@H]2[C@H](C)O (S)-1-((R)-5H-imidazo[5,1-a]isoindol-5-yl)ethan-1-ol